ClC=1SC(=CN1)CCl 2-chloro-5-chloromethyl-1,3-thiazole